4-bromo-2-iodobenzaldehyde BrC1=CC(=C(C=O)C=C1)I